4,6-dioctylresorcinol C(CCCCCCC)C1=C(C=C(O)C(=C1)CCCCCCCC)O